[2-(dimethylamino)-2-oxo-ethyl] 5-[3-(1,3,5-trimethylpyrazol-4-yl)pyrazolo[1,5-a]pyridin-5-yl]furan-3-carboxylate CN1N=C(C(=C1C)C=1C=NN2C1C=C(C=C2)C2=CC(=CO2)C(=O)OCC(=O)N(C)C)C